C1(=CC=C2C=CC3=CC=CC4=CC=C1C2=C34)C3=CC=C4C=CC2=CC=CC1=CC=C3C4=C21 pyrenyl-(pyrene)